FC(C1=CC=C(CN2CCC3(CC2)COC2=C4CN(C(C4=CC=C23)=O)C2C(NC(CC2)=O)=O)C=C1)F 3-(1'-(4-(difluoromethyl)benzyl)-6-oxo-6,8-dihydro-2H,7H-spiro[furo[2,3-e]isoindole-3,4'-piperidin]-7-yl)piperidine-2,6-dione